COC=1C=C2C(NC=NC2=CC1OC)=O 6,7-dimethoxy-3H-quinazolin-4-one